N1N=CC2=C(C=CC=C12)[C@@H](C)N[S@](=O)C(C)(C)C (R)-N-[(1R)-1-(1H-indazol-4-yl)ethyl]-2-methylpropan-2-sulfinamide